4-iso-propylbenzaldehyde C(C)(C)C1=CC=C(C=O)C=C1